(S)-6-bromo-2-methyl-N-(1-(3-(Trifluoromethyl)phenyl)ethyl)quinazolin-4-amine BrC=1C=C2C(=NC(=NC2=CC1)C)N[C@@H](C)C1=CC(=CC=C1)C(F)(F)F